tributoxybenzoic acid butyl ester C(CCC)OC(C1=C(C(=C(C=C1)OCCCC)OCCCC)OCCCC)=O